FC1(C2N(CCN(C1)CC2)C(=O)C=2C1=C(N(N2)C2=CC(=C(C=C2)OC)C(F)(F)F)CCC1)F (6,6-difluoro-1,4-diazabicyclo[3.2.2]nonan-4-yl)-[1-[4-methoxy-3-(trifluoromethyl)phenyl]-1,4,5,6-tetrahydrocyclopenta[c]pyrazol-3-yl]methanone